7-(sec-butoxy)-2-((1S,4R)-1-methyl-2-oxabicyclo[2.2.1]heptan-4-yl)imidazo[1,2-a]pyridine-6-carboxylic acid C(C)(CC)OC1=CC=2N(C=C1C(=O)O)C=C(N2)[C@@]21CO[C@@](CC2)(C1)C